C(=C)(C)CC(C)(C)C trans-isooctene